C(C)(=O)OCCOC(=O)N1C=C(C2=C(C=CC=C12)OCC1=CC=CC=C1)CCN(C)C 2-Acetoxyethyl-4-(benzyloxy)-3-(2-(dimethylamino)ethyl)-1H-indole-1-carboxylate